7'-fluoro-5'-(5-methylpiperidin-2-yl)spiro[cyclopropane-1,3'-indolin]-2'-one FC=1C=C(C=C2C3(C(NC12)=O)CC3)C3NCC(CC3)C